FC=1C=C(C=C2C(=CC(=NC12)C)C(C)O)C1=NC(=NC=C1F)NC1CCN(CC1)S(=O)(=O)C 1-(8-Fluoro-6-(5-fluoro-2-((1-(methylsulfonyl)piperidin-4-yl)amino)pyrimidin-4-yl)-2-methylquinolin-4-yl)ethan-1-ol